OC(CN(C(=O)C=1SC=CN1)C)(C)C N-(2-hydroxy-2-methylpropyl)-N-methylthiazole-2-carboxamide